3-({[6-(3-hydroxyazetidin-1-yl)-5-methoxy-2-methylpyrimidin-4-yl]amino}-1H-indazol-6-yl)-5'-methoxy-1'H-spiro[cyclopropane-1,3'-indol]-2'-one OC1CN(C1)C1=C(C(=NC(=N1)C)NN1N=CC2=CC=C(C=C12)C1CC12C(NC1=CC=C(C=C21)OC)=O)OC